C(#N)C=1C2=C(C(=NC1)C)CC(C2)NC(OCC[Si](C)(C)C)=O 2-trimethylsilylethyl N-(4-cyano-1-methyl-6,7-dihydro-5H-cyclopenta[c]pyridin-6-yl)carbamate